4-((2-(1H-pyrazol-4-yl)ethyl)amino)-5,6-dimethyl-N-(1-(3-methylpyridin-2-yl)ethyl)pyrimidine N1N=CC(=C1)CCNC1=NCN(C(=C1C)C)C(C)C1=NC=CC=C1C